3-(Biphenyl-4-yl)-5-(4-tert-butyl-phenyl)-4-phenyl-4H-1,2,4-triazole C1(=CC=C(C=C1)C1=NN=C(N1C1=CC=CC=C1)C1=CC=C(C=C1)C(C)(C)C)C1=CC=CC=C1